4-[(2-chloro-6-fluorophenyl)methyl]-3-{4H,5H,6H,7H-thieno[3,2-c]pyridin-5-ylmethyl}-4,5-dihydro-1,2,4-oxadiazol-5-one ClC1=C(C(=CC=C1)F)CN1C(=NOC1=O)CN1CC2=C(CC1)SC=C2